C[Si](C)(C)C#CC1=CC2=C(C(=NO2)C2=C(C=CC=C2)[C@H](CC2=NC=CC=C2)NC(OC(C)(C)C)=O)C=C1 tert-Butyl (S)-{1-[2-(6-[trimethylsilylethynyl]benzo[d]isoxazol-3-yl)phenyl]-2-(pyridine-2-yl)ethyl}carbamate